C(#N)CN(S(=O)(=O)C)C1=CC=C(C=C1)C1=NC(=NC=C1)NC1=CC=C(C=C1)N1CCOCC1 N-(cyanomethyl)-N-(4-(2-(4-morpholinophenyl-amino)pyrimidin-4-yl)phenyl)methane-sulfonamide